3-(((R)-3-(1-(7-(((R)-1-(2,4-dichlorophenyl)ethyl)amino)-[1,2,4]triazolo[1,5-a]pyrimidin-5-yl)azetidin-3-yl)piperidin-1-yl)methyl)thietane-1,1-dioxide ClC1=C(C=CC(=C1)Cl)[C@@H](C)NC1=CC(=NC=2N1N=CN2)N2CC(C2)[C@@H]2CN(CCC2)CC2CS(C2)(=O)=O